FCCCN(CC[C@@H](C(=O)O)NC1=NC=C(C=N1)C(F)(F)F)CCCCC1=NC=2NCCCC2C=C1 (S)-4-((3-fluoropropyl)(4-(5,6,7,8-tetrahydro-1,8-naphthyridin-2-yl)butyl)amino)-2-((5-(trifluoromethyl)pyrimidin-2-yl)amino)butanoic acid